FC=1C=C(C=CC1F)N1C(CCCC1=O)C=1N=C2N(C=CC(=C2)C=2C(=NOC2C)C)C1C1=CC(=NS1)C(=O)N(C)C 5-(2-(1-(3,4-difluorophenyl)-6-oxopiperidin-2-yl)-7-(3,5-dimethylisoxazol-4-yl)imidazo[1,2-a]pyridin-3-yl)-N,N-dimethylisothiazole-3-carboxamide